C1=C(C=CC=2OC3=C(C=CC21)C=C(C=C3)C=O)C=O dibenzo[b,f]oxepine-2,8-dicarbaldehyde